(6-chloropyridin-2-yl) piperidine-1,4-dicarboxylate N1(CCC(CC1)C(=O)[O-])C(=O)OC1=NC(=CC=C1)Cl